OCC 2-hydroxyethane